FC(C=1C=C(C=CC1F)C=1C=C2C(=NC1)C=NN2)F 6-[3-(Difluoromethyl)-4-fluoro-phenyl]pyrazolo[4,3-b]pyridin